5-((1-carboxy-3-(2-formamidophenyl)-3-oxopropyl)amino)-5-oxopentanoic acid C(=O)(O)C(CC(=O)C1=C(C=CC=C1)NC=O)NC(CCCC(=O)O)=O